O.C(C)(C)C1=C(C(C(=O)[O-])=CC(=C1)C(C)C)O.[Cu+2].ClC1=NN2C(C(=N1)OC=1C=C(C=CC1F)NC(C=C)=O)=CC=C2.C(C)(C)C2=C(C(C(=O)[O-])=CC(=C2)C(C)C)O N-(3-((2-chloropyrrolo[2,1-f][1,2,4]triazin-4-yl)oxy)-4-fluorophenyl)acrylamide copper (ii) 3,5-diisopropylsalicylate hydrate